CC1C(C(CC(C1)C)C)O 2,4,6-trimethylcyclohexanol